1-(2-(Trimethylsilyl)furo[3,2-b]pyridin-6-yl)dihydropyrimidine-2,4(1H,3H)-dione C[Si](C1=CC2=NC=C(C=C2O1)N1C(NC(CC1)=O)=O)(C)C